5-fluoronaphthalene FC1=C2C=CC=CC2=CC=C1